N-methyl-5-(trifluoromethyl)indan-1-amine CNC1CCC2=CC(=CC=C12)C(F)(F)F